(R)-N-(3-((1,2,3,4-tetrahydroacridin-9-yl)amino)propyl)piperidine-3-carboxamide C1CCCC2=NC3=CC=CC=C3C(=C12)NCCCNC(=O)[C@H]1CNCCC1